6-isopropylpyrimidine-4-carboxamide C(C)(C)C1=CC(=NC=N1)C(=O)N